phosphopalladium(II) P(=O)(=O)[Pd+]